FC(C1=CC=C(C=C1)S(=O)(=O)N1CCC(CC1)C(=O)O)(F)F 1-(4-(trifluoromethyl)phenylsulfonyl)piperidine-4-carboxylic acid